silicon eicosa-14-ene CCCCCCCCCCCCCC=CCCCCC.[Si]